5-bromo-2-hydroxy-benzaldehyde BrC=1C=CC(=C(C=O)C1)O